N1(CC(CC1)C1CNCC1)C(=O)OC(C)(C)C tert-butyl [3,3'-bipyrrolidine]-1-carboxylate